N-isopropoxynicotinamide C(C)(C)ONC(C1=CN=CC=C1)=O